BrC=1C=C(OCC(=O)OCC)C=C(C1CC1=C(C(=C(C=C1)O)C(C)C)F)C ethyl 2-(3-bromo-4-(2-fluoro-4-hydroxy-3-isopropylbenzyl)-5-methylphenoxy)acetate